3,5-dichloro-4-hydroxy-N-(1-methyl-4-oxo-5-(2-(trifluoromethoxy)benzyl)-4,5-dihydro-1H-pyrazolo[3,4-d]pyrimidin-3-yl)benzamide ClC=1C=C(C(=O)NC2=NN(C=3N=CN(C(C32)=O)CC3=C(C=CC=C3)OC(F)(F)F)C)C=C(C1O)Cl